(2S)-2-amino-6-(N',N'-dimethylcarbamimidamido)hexanoic acid N[C@H](C(=O)O)CCCCNC(=N)N(C)C